N-(7-amino-1-methyl-1H-pyrazolo[3,4-c]pyridin-4-yl)-2-((2R,5S)-2-(benzo[d]thiazol-5-yl)-5-methylpiperidin-1-yl)-2-oxoacetamide NC=1N=CC(=C2C1N(N=C2)C)NC(C(=O)N2[C@H](CC[C@@H](C2)C)C=2C=CC1=C(N=CS1)C2)=O